6-tert-Butyl-N-(4-hydroxyphenyl)sulfonyl-2-(p-tolyl)pyridin-3-carboxamid C(C)(C)(C)C1=CC=C(C(=N1)C1=CC=C(C=C1)C)C(=O)NS(=O)(=O)C1=CC=C(C=C1)O